5-(7,8-dimethyl-[1,2,4]triazolo[1,5-a]pyridin-6-yl)-6-isopropyl-N-methyl-N-((3S,5R)-5-(trifluoromethyl)piperidin-3-yl)-4H-thieno[3,2-b]pyrrole-2-carboxamide CC1=C(C=2N(C=C1C1=C(C3=C(N1)C=C(S3)C(=O)N([C@@H]3CNC[C@@H](C3)C(F)(F)F)C)C(C)C)N=CN2)C